2'-aminoacetophenone NC1=C(C=CC=C1)C(C)=O